C(C1=CC=CC=C1)OC1=CC=C(C=C1)C1=CC(=NN1)NC=1C=C2CCC(NC2=CC1)=O 6-((5-(4-(benzyloxy)phenyl)-1H-pyrazol-3-yl)amino)-3,4-dihydroquinolin-2(1H)-one